[Li].OCC(C)(CO)CO 1,1,1-tris(hydroxymethyl)ethane lithium salt